FC=1C(=C(C(=O)NC2=C(C=CC=C2)F)C=CC1)O[C@H](C(F)(F)F)C fluoro-N-(2-fluorophenyl)-2-{[(2S)-1,1,1-trifluoropropan-2-yl]oxy}benzamide